1-((3S,4R)-4-(3,4-difluorophenyl)-1-(2-methoxyethyl)pyrrolidin-3-yl)-3-(3-methoxy-4-methyl-1-phenyl-1H-pyrazol-5-yl)urea FC=1C=C(C=CC1F)[C@H]1[C@@H](CN(C1)CCOC)NC(=O)NC1=C(C(=NN1C1=CC=CC=C1)OC)C